N12CCCC(C1C(=O)N)C2 1-azabicyclo[3.1.1]heptane-6-carboxamide